FC1=C(OC(=O)C=2NC3=CC=C(C=C3C2)C(=O)P(O)(O)=O)C(=C(C(=C1F)F)F)F 2-(2,3,4,5,6-Pentafluorophenoxycarbonyl)-1H-indole-5-carbonyl-phosphonic acid